S1C(=NC2=C1C=CC=C2)NC(C2=C(CC(C=C2)=CC2CCNCC2)C)=O N-(benzo[d]thiazol-2-yl)-2-methyl-4-(piperidin-4-ylmethylene)benzamide